CC=1C(=C(N=NC1)C#N)C dimethylpyridazine-3-carbonitrile